C(CCCCCCCCCCC)(=O)NC1=CC=CC=C1 lauric acid anilide